2-methyl-6-(4,5-dioxaborolan-2-yl)imidazo[1,2-b]pyridazine CC=1N=C2N(N=C(C=C2)C2BOOC2)C1